(±)-cis-cyclopentane C1CCCC1